C12(CC1)CC1OC1C2 6-oxaspiro[bicyclo[3.1.0]hexane-3,1'-cyclopropane]